Chloroprostanol ClC(CCCCCC[C@H]1CCC[C@@H]1CCCCCCCC)O